trifluoromethyl iodide FC(F)(F)I